S1C=C(C=C1)C1=NC2=CC=CC=C2C(N1)=O 2-(3-thienyl)quinazolin-4(3H)-one